2-fluoropyridine-3-formaldehyde FC1=NC=CC=C1C=O